2-[3-methoxy-4-(2-piperidinoethoxy)phenylamino]-4-(3-quinolylamino)pyrimidine COC=1C=C(C=CC1OCCN1CCCCC1)NC1=NC=CC(=N1)NC=1C=NC2=CC=CC=C2C1